1-butyl-2,3-dimethylimidazolium methanesulfonate CS(=O)(=O)[O-].C(CCC)N1C(=[N+](C=C1)C)C